BrCC1=C(C(=CC=C1)CBr)C1=C(C(=O)O)C(=CC=C1)C1=C(C=CC=C1CBr)CBr 2,6-bis[2,6-bis(bromomethyl)phenyl]benzoic acid